1,2,3-tris(mercaptomethylthio)benzene tert-butyl-2-[methyl(m-tolyl)carbamoyl]pyrrolo[2,3-b]pyridine-1-carboxylate C(C)(C)(C)OC(=O)N1C(=CC=2C1=NC=CC2)C(N(C=2C=C(C=CC2)C)C)=O.SCSC2=C(C(=CC=C2)SCS)SCS